triethylantimony(III) C(C)[Sb](CC)CC